((4aR,6S,7R,8R,8aR)-8-(4-(3-fluorophenyl)-1H-1,2,3-triazol-1-yl)-7-hydroxy-2-phenylhexahydropyrano[3,2-d][1,3]dioxin-6-yl)methyl 4-methylbenzenesulfonate CC1=CC=C(C=C1)S(=O)(=O)OC[C@H]1[C@@H]([C@H]([C@H]2OC(OC[C@H]2O1)C1=CC=CC=C1)N1N=NC(=C1)C1=CC(=CC=C1)F)O